CC1=CC(=NN1C1=CC=C(CC=2NC=CC2C2=C(C=CC=C2)C(C)C)C=C1)C(F)(F)F (4-(5-methyl-3-(trifluoromethyl)-1H-pyrazol-1-yl)benzyl)-3-(2-isopropylphenyl)pyrrole